ClC1=CC=2N(C=C1)C=NC2CC(=O)NC2=NC=NC(=C2)N(C)CC=2N=C1N(C=C(C=C1N1C(CCC1)=O)C1CC1)C2 2-(7-chloroimidazo[1,5-a]pyridin-1-yl)-N-(6-(((6-cyclopropyl-8-(2-oxopyrrolidin-1-yl)imidazo[1,2-a]pyridin-2-yl)methyl)(methyl)amino)pyrimidin-4-yl)acetamide